ClC=1C=NC(=NC1)N1CCC(CC1)CCCOC1=CC(=C(C=C1)CC(=O)N1CCC2(CN(C2)C[C@@H]([C@@H]([C@@H](CO)O)O)O)CC1)F 2-(4-(3-(1-(5-chloropyrimidin-2-yl)piperidin-4-yl)propoxy)-2-fluorophenyl)-1-(2-((2S,3S,4R)-2,3,4,5-tetrahydroxypentyl)-2,7-diazaspiro[3.5]nonan-7-yl)ethan-1-one